OC(CC)(C)C1=NCN(C=C1)[C@H]1COC2=C(N(C1=O)C)C=CC=C2 4-(1-hydroxy-1-methyl-propyl)-N-[(3S)-5-methyl-4-oxo-2,3-dihydro-1,5-benzoxazepin-3-yl]pyrimidine